C(C1=CC=CC=C1)=NCCC N-benzylenepropylamine